FC=1C=CC2=C(N(C(N2)=O)CC2=CC=C(C=C2)CN2C(CCC2)=O)C1 6-fluoro-1-(4-((2-oxopyrrolidin-1-yl)methyl)benzyl)-1,3-dihydro-2H-benzo[d]imidazol-2-one